N-(azetidin-3-ylmethyl)furan-2-carboxamide N1CC(C1)CNC(=O)C=1OC=CC1